4-[hydroxy-(3-methylthiophenyl)-(2-pyridyl)methyl]piperidine-1-carboxylic acid tert-butyl ester C(C)(C)(C)OC(=O)N1CCC(CC1)C(C1=NC=CC=C1)(C1=CC(=CC=C1)SC)O